N1(CCCCC1)CC1CCN(CC1)C1=NC=C(C=N1)C1(NNC(=N1)N)N 3-(2-(4-(piperidin-1-ylmethyl)piperidin-1-yl)pyrimidin-5-yl)-1H-1,2,4-triazole-3,5-diamine